FCCN1N=CC(=C1)C=1N=C(N(C1)C)C1=NC(=CC2=C1C=NN2C)C(=O)N 4-{4-[1-(2-fluoroethyl)-1H-pyrazol-4-yl]-1-methyl-1H-imidazol-2-yl}-1-methyl-1H-pyrazolo[4,3-c]pyridine-6-carboxamide